ammonium perfluoro octyl-sulfonate methyl-3-((2-chloroethyl)(2,2-difluoro-2-(1,4-dioxaspiro[4.5]decan-8-yl)ethyl)amino)-5-(trifluoromethyl)benzofuran-2-carboxylate COC(=O)C=1OC2=C(C1N(CC(C1CCC3(OCCO3)CC1)(F)F)CCCl)C=C(C=C2)C(F)(F)F.C(CCCCCCC)S(=O)(=O)OF.[NH4+]